azetidin-3-yl 2-[[4-[[2-(6-methyl-2-pyridyl)pyrimidin-4-yl]amino]pyrimidin-2-yl]amino]thiazole-5-carboxylate CC1=CC=CC(=N1)C1=NC=CC(=N1)NC1=NC(=NC=C1)NC=1SC(=CN1)C(=O)OC1CNC1